5-[1-fluoro-3-hydroxy-7-[[(3S)-3-piperidyl]methoxy]-2-naphthyl]-1,1-dioxo-1,2,5-thiadiazolidin-3-one FC1=C(C(=CC2=CC=C(C=C12)OC[C@@H]1CNCCC1)O)N1CC(NS1(=O)=O)=O